C(\C=C\C(=O)O)(=O)O.CN(C[C@@H](C[C@@H](C(C)C)N1CC2(C1)CN(CC2)C=2N=CN=NC2OC2=C(C(=O)N(C(C)C)C(C)C)C=C(C=C2)F)O)C 2-((5-(2-((3S,5R)-6-(dimethylamino)-5-hydroxy-2-methylhex-3-yl)-2,6-diazaspiro[3.4]oct-6-yl)-1,2,4-triazin-6-yl)oxy)-5-fluoro-N,N-diisopropylbenzamide fumarate